[6-[3-(1-fluorocyclopropyl)-1H-1,2,4-triazol-5-yl]-2-azaspiro[3.3]heptan-2-yl]-[6-(4-triflylbenzyl)-2,6-diazaspiro[3.3]heptan-2-yl]methanone FC1(CC1)C1=NNC(=N1)C1CC2(CN(C2)C(=O)N2CC3(C2)CN(C3)CC3=CC=C(C=C3)S(=O)(=O)C(F)(F)F)C1